C(#C)C1CCOCC1 4-ethynyl-tetrahydro-2H-pyrane